2-((4'-(difluoromethyl)-3-(1-(pyridin-3-ylmethyl)-1H-pyrazol-3-yl)-[1,1'-biphenyl]-4-yl)amino)-N-methylethane-1-sulfonamide FC(C1=CC=C(C=C1)C1=CC(=C(C=C1)NCCS(=O)(=O)NC)C1=NN(C=C1)CC=1C=NC=CC1)F